9-azaspiro[5.5]undecane-3-carboxylate C1CC(CCC12CCNCC2)C(=O)[O-]